OC1=C(C=CC=C1O)N1C=NN(CC1)CC1=NC2=C(N1CC1OCC1)C=C(C=C2)C(=O)OC methyl 2-((4-(2,3-dihydroxyphenyl)-5,6-dihydro-1,2,4-triazin-1(4H)-yl) methyl)-1-(oxetan-2-ylmethyl)-1H-benzo[d]imidazole-6-carboxylate